N-[2-(1-methyl-1H-indazol-6-yl)pyridin-4-yl]prop-2-enamide CN1N=CC2=CC=C(C=C12)C1=NC=CC(=C1)NC(C=C)=O